The molecule is an ent-kaurane diterpenoid that is ent-kaur-16-ene substituted by an alpha-hydroxy group at position 1, beta-acetoxy groups at positions 3 and 6a and oxo groups at positions 11 and 15. Isolated from Isodon excisus and Rabdosia inflexa,it acts as an aromatase inhibitor. It has a role as a metabolite and an EC 1.14.14.14 (aromatase) inhibitor. It is an ent-kaurane diterpenoid, an acetate ester, a cyclic ketone, a bridged compound and a secondary alcohol. CC(=O)O[C@H]1C[C@@H]2C[C@]3([C@@H]1[C@@]4([C@H](C[C@@H](C([C@H]4C(=O)C3)(C)C)OC(=O)C)O)C)C(=O)C2=C